ClC1=CC=CC(=C1C(=O)NCC(C(O)C1=C(C=C(C=C1)Cl)F)(F)F)F 6-chloro-N-(3-(4-chloro-2-fluorophenyl)-2,2-difluoro-3-hydroxypropyl)-2-fluorobenzamide